C(C)(=O)OC=1C(OC(C)=O)=CC(=CC1)CC=C 4-allylcatechol diacetate